BrC1=C(C(=C(C(=O)O)C(=C1)F)F)F 4-bromo-2,3,6-trifluorobenzoic acid